CC1C=CNN1C1(COC1)C 5-methyl-N-(3-methyloxetan-3-yl)pyrazoline